ClC1=C(C(=CC=C1)C)NC(=O)C1=CN=C(S1)NC1=NC(=NC(=C1)N1CCN(CC1)CCO)C 2-{6-[4-(2-hydroxy-ethyl)-piperazin-1-yl]-2-methyl-pyrimidin-4-ylamino}-thiazole-5-carboxylic acid (2-chloro-6-methyl-phenyl)-amide